tert-butyl (7R,8aS)-7-[2,3-dichloro-6-(prop-2-en-1-yloxy)phenyl]-4-oxo-hexahydropyrrolo[1,2-a]pyrazine-2-carboxylate ClC1=C(C(=CC=C1Cl)OCC=C)[C@H]1C[C@@H]2N(C(CN(C2)C(=O)OC(C)(C)C)=O)C1